(R)-6-(4-hydroxybenzo[b]thiophen-5-yl)-3-((1-isopropylpiperidin-3-yl)amino)-4-methyl-1,2,4-triazin-5(4H)-one OC1=C(C=CC=2SC=CC21)C=2C(N(C(=NN2)N[C@H]2CN(CCC2)C(C)C)C)=O